(S)-N-((S)-3,3-difluoropent-4-en-2-yl)-2-methylpropane-2-sulfinamide FC([C@H](C)N[S@@](=O)C(C)(C)C)(C=C)F